FC(CC(CCCCCCCCC)C(CCCCCCCCC)CC(C(C(C(F)(F)F)(F)F)(F)F)(F)F)(C(C(C(F)(F)F)(F)F)(F)F)F 10,11-bis(2,2,3,3,4,4,5,5,5-nonafluoropentyl)icosane